C(CCCCC=CCC)=O non-6-enal